ClC=1SC(=C(C1Cl)Cl)Cl 2,3,4,5-tetrachlorothiophene